C1CCC2=C(C=3CCCC3C=C12)NC(=O)NS(=O)(=O)C=1OC=CC1 N-((1,2,3,5,6,7-hexahydro-s-indacen-4-yl)carbamoyl)furan-2-sulfonamide